1-{[3-({[4-(5,6-dihydro-1,4-dioxin-2-yl)phenyl]amino}methyl)phenyl]methyl}-2-(hydroxymethyl)piperidine-3,4,5-triol O1C(=COCC1)C1=CC=C(C=C1)NCC=1C=C(C=CC1)CN1C(C(C(C(C1)O)O)O)CO